ClC1=NC(=CC=C1B(O)O)O 2-CHLORO-6-HYDROXYPYRIDINE-3-BORONIC ACID